(R)-(-)-α-Methoxy-α-trifluoromethylphenylacetyl chloride CO[C@@](C1=CC=CC=C1)(C(=O)Cl)C(F)(F)F